1-(6-(4-((3-chloro-4-fluorophenyl)amino)pyrido[3,2-d]pyrimidin-6-yl)-1,6-diazaspiro[3.3]heptan-1-yl)prop-2-en-1-one ClC=1C=C(C=CC1F)NC=1C2=C(N=CN1)C=CC(=N2)N2CC1(CCN1C(C=C)=O)C2